methyl (2R,4R)-4-aminopyrrolidine-2-carboxylate N[C@@H]1C[C@@H](NC1)C(=O)OC